methyl 1-(3-((4-hydroxy-2-methyl-3-oxo-2-azabicyclo[3.1.0]hex-4-yl) ethynyl) phenyl)-1H-pyrazolo[3,4-b]pyridine-3-carboxylate OC1(C(N(C2CC12)C)=O)C#CC=1C=C(C=CC1)N1N=C(C=2C1=NC=CC2)C(=O)OC